O=C([C@@H](O)[C@H](O)CO)[O-].[Na+] sodium threonate